CC1(COC1)COC1=CC(=C(NC2=NC3=C(C=CC=C3C=C2)C2CN(C2)C(=O)OC(C)(C)C)C=C1)[N+](=O)[O-] tert-butyl 3-[2-[4-[(3-methyloxetan-3-yl)methoxy]-2-nitro-anilino]-8-quinolyl]azetidine-1-carboxylate